FC1=NC(=CC=C1B(O)O)C1=CC=CC=C1 2-FLUORO-6-PHENYLPYRIDINE-3-BORONIC ACID